4-oxo-4H-benzochromene O=C1C=COC2=C3C(=CC=C12)C=CC=C3